tert-butyl 4-(4'-chloro-5'-oxo-5'H-spiro[cyclohexane-1,7'-indolo[1,2-a]quinazolin]-9'-yl)piperidine-1-carboxylate ClC=1C=2C(N=C3N(C2C=CC1)C1=CC=C(C=C1C31CCCCC1)C1CCN(CC1)C(=O)OC(C)(C)C)=O